N-(methylsulfonyl)acrylamide CS(=O)(=O)NC(C=C)=O